[N+](=O)([O-])C1=C(C=CC=C1)C1=CC=CC2=C1OC1=C2C=CC=C1 4-(2-nitrophenyl)dibenzo[b,d]furan